N=1N=CN(C1)[C@H]1[C@@H](CC1)C=1C=C(C=CC1Cl)NC(=O)N1C2CC(CC1C2)C cis-N-(3-(trans-2-(4H-1,2,4-triazol-4-yl)cyclobutyl)-4-chlorophenyl)-3-methyl-6-azabicyclo[3.1.1]heptane-6-carboxamide